4-(1H-indol-3-yl)-5-(1-methylindol-3-yl)-1,2-dihydropyrazol-3-one N1C=C(C2=CC=CC=C12)C=1C(NNC1C1=CN(C2=CC=CC=C12)C)=O